NC1=NN=NN1C1CCC2=C1C=C(C=1C=C(N=CC21)C2CC2)S(=O)(=O)NCC(C)(C)F 7-(5-aminotetrazol-1-yl)-3-cyclopropyl-N-(2-fluoro-2-methylpropyl)-8,9-dihydro-7H-cyclopenta[H]isoquinoline-5-sulfonamide